(2R,4S)-6-chloro-N-{3-[2-(4-chloro-3-fluorophenoxy)acetamido]bicyclo[1.1.1]pentan-1-yl}-4-hydroxy-4-methyl-3,4-dihydro-2H-1-benzopyran-2-carboxamide ClC=1C=CC2=C([C@@](C[C@@H](O2)C(=O)NC23CC(C2)(C3)NC(COC3=CC(=C(C=C3)Cl)F)=O)(C)O)C1